C(CC)(=O)[O-].C(CC)(=O)[O-].[NH3+]C([C@@H](C(NO)=O)NC(=O)C1=CC=C(C=C1)C#CC1=CC=C(C=C1)C[NH2+]CCOC)(C)C [4-[2-[4-[[(1S)-2-azaniumyl-1-(hydroxycarbamoyl)-2-methyl-propyl]carbamoyl]phenyl]ethynyl]phenyl]methyl-(2-methoxyethyl)ammonium bispropanoate